NC1=C2N=CN(C2=NC(=N1)Cl)[C@H]1[C@H]([C@@H]([C@H](O1)COC(C(=O)O)(C(=O)O)CC1=CC(=C(C=C1)C(=O)O)F)O)F 2-(((2R,3R,4S,5R)-5-(6-amino-2-chloro-9H-purin-9-yl)-4-fluoro-3-hydroxytetrahydro-furan-2-yl)methoxy)-2-(4-carboxy-3-fluorobenzyl)malonic acid